4-(4-chlorophenyl)-2-methyl-3-butyn-2-ol ClC1=CC=C(C=C1)C#CC(C)(O)C